COC1(CC(OC1)(C(=O)NS(=O)(=O)C=1C=2C=CC(=NC2C=CC1)C)C1=C(C=CC(=C1)C)OC)C 4-methoxy-2-(2-methoxy-5-methylphenyl)-4-methyl-N-(2-methyl-quinoline-5-sulfonyl)oxolane-2-carboxamide